cyclopentan-1-ol hydrochloride Cl.C1(CCCC1)O